tert-butyl 4-[2-[(2R)-3-(3,4-dihydro-1H-isoquinolin-2-yl)-2-hydroxy-propyl]-1-oxo-3,4-dihydroisoquinolin-6-yl]-1,4-diazepan-1-carboxylate C1N(CCC2=CC=CC=C12)C[C@H](CN1C(C2=CC=C(C=C2CC1)N1CCN(CCC1)C(=O)OC(C)(C)C)=O)O